C[C@H]1N(CCCC1)CCC1=CC=CC=C1 (2R,3R,4R,5S)-2-methyl-1-phenethylpiperidine